isobutyl 5-fluoro-3-(1-((1-(2-((4-(2-(pyrrolidin-1-yl)pyridin-3-yl)phenyl)sulfonamido)ethyl)piperidin-4-yl)methyl)-1H-1,2,3-triazol-4-yl)-1H-indole-2-carboxylate FC=1C=C2C(=C(NC2=CC1)C(=O)OCC(C)C)C=1N=NN(C1)CC1CCN(CC1)CCNS(=O)(=O)C1=CC=C(C=C1)C=1C(=NC=CC1)N1CCCC1